C(C)(C)(C)OC(=O)N1CC(C(CC1)C1=C(C=C(C(=C1)OC1CC1)[N+](=O)[O-])C)OC 1-t-butyloxycarbonyl-4-(5-cyclopropoxy-2-methyl-4-nitrophenyl)-3-methoxy-piperidine